FCCN=CC1=C(CN(C(C(C)(C)C)=O)CC(NC=2C=C3CC4(C(NC5=NC=CC=C54)=O)CC3=CC2)=O)C=CC=C1 N-(2-(((2-Fluoroethyl)imino)methyl)benzyl)-N-(2-oxo-2-((2'-oxo-1,1',2',3-tetrahydrospiro[indene-2,3'-pyrrolo[2,3-b]pyridin]-5-yl)amino)ethyl)pivalamide